C1(CC1)N1C(N2C(C=C1C(F)(F)F)=NC(=C2)C2=C(C=C(C=C2)/C(=N/N(C)C)/C)S(=O)(=O)CC)=O 6-cyclopropyl-2-[4-[(E)-N-(dimethylamino)-C-methyl-carbonimidoyl]-2-ethylsulfonyl-phenyl]-7-(trifluoromethyl)imidazo[1,2-c]pyrimidin-5-one